(3s,6s)-1,1-difluorospiro[2.5]octan-6-amine FC1(CC12CCC(CC2)N)F